CC(C(N)C)N Dimethylethan-1,2-diamin